N1C(=CC2=CC=CC=C12)C(=O)N1CC=2N(CC1)N=CC2C(=O)N[C@H](C(F)(F)F)C 5-(1H-indole-2-carbonyl)-N-[(2S)-1,1,1-trifluoropropan-2-yl]-4H,5H,6H,7H-pyrazolo[1,5-a]pyrazine-3-carboxamide